N1=CC=C(C=C1)C1=NC=C(N=C1)C1=CC=NC=C1 2,5-Di(pyridin-4-yl)pyrazine